CS(=O)(=O)O.N1CC(C1)NC=1C(=C2C(CN(C(C2=CC1)=O)C1=NN(C=C1F)C)(C)C1=C(C(=CC=C1)Cl)F)F 6-[(azetidin-3-yl)amino]-4-(3-chloro-2-fluorophenyl)-5-fluoro-2-(4-fluoro-1-methyl-1H-pyrazol-3-yl)-4-methyl-3,4-dihydroisoquinolin-1(2H)-one, methanesulfonate salt